C(C)(=O)N1CC2(CC2C1)C1=NN=C(O1)C=1C(=CC2=C(N(C([C@H](CS2(=O)=O)N)=O)CC2=CC=C(C=C2)Cl)C1)F (3R)-7-[5-(3-acetyl-3-azabicyclo[3.1.0]hexan-1-yl)-1,3,4-oxadiazol-2-yl]-3-amino-5-[(4-chlorophenyl)methyl]-8-fluoro-1,1-dioxo-2,3-dihydro-1λ6,5-benzo-thiazepin-4-one